NC1=C(C=C(C=N1)NC(C(N1[C@H](CC[C@@H](C1)C)C1=CC=C2C=CC(=NC2=C1)C1CCN(CC1)C)=O)=O)CC N-(6-amino-5-ethyl-3-pyridyl)-2-oxo-2-[(2R,5S)-5-methyl-2-[2-(1-methyl-4-piperidyl)-7-Quinolyl]-1-piperidyl]acetamide